C(C)(C)(C)C=1C=C(C=C(C1O)C(C)(C)C)C1=CC=CC=C1 (3,5-di-tert-butyl-4-hydroxyphenyl)benzene